ClC1=C(C(=CC=C1Cl)O)[C@H]1C[C@@H]2N(C(CN(C2=O)C(CO)CO)=O)CC1 (8R,9aS)-8-(2,3-dichloro-6-hydroxyphenyl)-2-(1,3-dihydroxypropan-2-yl)hexahydro-4H-pyrido[1,2-a]pyrazine-1,4(6H)-dione